ETHYL TRIFLUOROACETATE FC(C(=O)OCC)(F)F